CC1=C(C=C(C(=C1)OC1=CC(=CC=C1)SC(C(F)(F)F)(F)F)C)N=CN(C)CC N'-(2,5-dimethyl-4-{3-[(penta-fluoroethyl)sulfanyl]phenoxy}phenyl)-N-ethyl-N-methylimidoformamid